CC1(C(CC2=CC=CC=C12)NC1=CC=C(C=C1)[C@@H](C(F)(F)F)N(C(=O)C1CCS(CC1)(=O)=O)C)C N-((S)-1-(4-((1,1-dimethyl-2,3-dihydro-1H-inden-2-yl)amino)phenyl)-2,2,2-trifluoroethyl)-N-methyltetrahydro-2H-thiopyran-4-carboxamide 1,1-dioxide